C(#N)C1=CC(=C(C=C1)C(C(=O)O)C)F.ClC1=CC=C(C=C1)N1CC(C[C@H](C1)N1C(CCC1=O)C)(F)F 4-chlorophenyl-(5R)-3,3-difluoro-5-(2-methyl-5-oxopyrrolidin-1-yl)piperidine 2-(4-cyano-2-fluorophenyl)propionate